(3R)-7-methoxy-N-{(1S)-2-methyl-1-[(4-methylpiperidin-1-yl)methyl]Propyl}-1,2,3,4-tetrahydroisoquinoline-3-carboxamide COC1=CC=C2C[C@@H](NCC2=C1)C(=O)N[C@@H](C(C)C)CN1CCC(CC1)C